CN1N=CC(=C1C(=O)OC)[N+](=O)[O-] methyl 1-methyl-4-nitro-1H-pyrazole-5-carboxylate